C(CC[C@@H](C(=O)O)N)CCP(=O)(O)O (+)-2-Amino-7-phosphonoheptanoic acid